p-bromothiophenol C1=CC(=CC=C1S)Br